C([C@@H]1[C@H]([C@@H]([C@](O1)(CO)OP(=O)(O)O)O)O)O The molecule is the beta-anomer of D-fructofuranose 2-phosphate. It derives from a beta-D-fructofuranose. It is a conjugate acid of a beta-D-fructofuranose 2-phosphate(2-).